(2S)-2-amino-N-[(1S)-1-(4-methylsulfonylphenyl)ethyl]Glutaramide N[C@H](C(=O)N[C@@H](C)C1=CC=C(C=C1)S(=O)(=O)C)CCC(=O)N